Cl.FC1=C(C(=CC=C1)F)C1=NC(=C2N1CCNC2=O)NC2=CC=C(C=C2)C(C(=O)N2CCOCC2)(C)C 3-(2,6-difluorophenyl)-1-((4-(2-methyl-1-morpholino-1-oxopropan-2-yl)phenyl)amino)-6,7-dihydroimidazo[1,5-a]pyrazin-8(5H)-one hydrochloride